C(CCCCCC)NCCCCCCCN N-heptylheptane-1,7-diamine